hydroxy-1-(4-hydroxyphenyl)-1H-indole-3-carboximidamide OC=1N(C2=CC=CC=C2C1C(N)=N)C1=CC=C(C=C1)O